COC=1C=C(OC2=C(NC3=CC=CC=C23)C2=NNC(=C2)NC(C2=CC=C(C=C2)NC2CCN(CC2)C)=O)C=CC1 N-(3-(3-(3-methoxyphenoxy)-1H-indol-2-yl)-1H-pyrazol-5-yl)-4-((1-methylpiperidin-4-yl)amino)benzamide